N[C@@](CCCC(N)([2H])[2H])(C(=O)O)[2H] L-lysine-2,6,6-d3